ClC=1C(=C(C(=CC1)N1N=NC(=C1)C(F)(F)F)C1=CC(=NC=C1OC)OC)F 4-{3-Chloro-2-fluoro-6-[4-(trifluoromethyl)-1H-1,2,3-triazol-1-yl]phenyl}-2,5-dimethoxy-pyridine